3-isobutyl-1-methyl-2-thioxoimidazol-4-one C(C(C)C)N1C(N(CC1=O)C)=S